S1C(=CC=C1)S(=O)(=O)N1CCCC2=CC(=CC=C12)C1COC2=C(O1)C=CC(=C2)S(=O)(=O)N (1-(thien-2-ylsulfonyl)-1,2,3,4-tetrahydroquinolin-6-yl)-2,3-dihydrobenzo[b][1,4]dioxin-6-sulfonamide